CCC(CC)N 3-Pentanamin